Cl.FC1(CCC2(C1)CCNCC2)F 3,3-difluoro-8-azaspiro[4.5]decane hydrochloride